ClC1=C(C=C(CN2CCN(CC2)C(=O)N2N=C(C=C2)NS(=O)(=O)C)C=C1)C(F)(F)F N-(1-(4-(4-Chloro-3-(trifluoromethyl)benzyl)piperazine-1-carbonyl)-1H-pyrazol-3-yl)methanesulfonamide